(4-amino-2,3-dihydro-1H-inden-5-yl)dicyclohexyl-methanol NC1=C2CCCC2=CC=C1C(O)(C1CCCCC1)C1CCCCC1